C(C)OC(=O)C1CCC(CC1)N1C2=NC=NC(=C2N(C1=O)C1=CC=C(C=C1)CNC(C1=C(C=CC(=C1)F)OC)=O)N (1R,4R)-4-(6-amino-7-(4-((5-fluoro-2-methoxybenzoylamino)methyl)phenyl)-8-oxo-7,8-dihydro-9H-purin-9-yl)cyclohexane-1-carboxylic acid ethyl ester